CC1=CNC2=NC=CC(=C21)C=2C(=NN1C2CNCC1)C1=CC=C(C#N)C=C1 4-[3-(3-methyl-1H-pyrrolo[2,3-b]pyridin-4-yl)-4,5,6,7-tetrahydropyrazolo[1,5-a]pyrazin-2-yl]benzonitrile